1-Propyl-4-Methylpyridinium acetat C(C)(=O)[O-].C(CC)[N+]1=CC=C(C=C1)C